(6-(4-Fluorophenyl)pyridazin-4-yl)(2-methyl-3,4-dihydroquinolin-1(2H)-yl)-methanone FC1=CC=C(C=C1)C1=CC(=CN=N1)C(=O)N1C(CCC2=CC=CC=C12)C